3-(3-methyl-2-oxo-5-[3-[3-(piperazin-1-yl)propoxy]propyl]-1,3-benzodiazol-1-yl)piperidine-2,6-dione CN1C(N(C2=C1C=C(C=C2)CCCOCCCN2CCNCC2)C2C(NC(CC2)=O)=O)=O